C(C)OC1=C(C(C=O)=CC(=C1)OCC)O 3-ethoxy-5-ethoxysalicylaldehyde